N-[(4-methoxy-3-pyridinyl)methyl]methanesulfonamide COC1=C(C=NC=C1)CNS(=O)(=O)C